(((tert-butoxycarbonyl)amino)methyl)trifluoroboric acid potassium salt [K].C(C)(C)(C)OC(=O)NC[B-](F)(F)F.[H+]